BrC1=CC=C(COC2=CC(=NC3=CC=CC=C23)C(=O)O)C=C1 4-((4-bromobenzyl)oxy)quinoline-2-carboxylic acid